C(C)(C)(C)OC(=O)N1C=CC2=C(C(=CC(=C12)C)OC)CN1C(CC2(CC(C2)F)CC1)C1=CC=C(C=C1)C(=O)OC 4-((2-fluoro-6-(4-(methoxycarbonyl)phenyl)-7-azaspiro[3.5]non-7-yl)methyl)-5-methoxy-7-methyl-1H-indole-1-carboxylic acid tert-butyl ester